methyl 2-(1-(tert-butoxycarbonyl)piperidin-4-yl)-5-(6-(trifluoromethyl)picolinamido)-2H-indazole-6-carboxylate C(C)(C)(C)OC(=O)N1CCC(CC1)N1N=C2C=C(C(=CC2=C1)NC(C1=NC(=CC=C1)C(F)(F)F)=O)C(=O)OC